7-phenyl-naphtho[1,2-c]carbazole C1(=CC=CC=C1)N1C=2C=CC=CC2C=2C3=C(C=CC12)C1=CC=CC=C1C=C3